ClC=1C(=C(C(=O)N(C)OC)C=CN1)Cl 2,3-dichloro-N-methoxy-N-methylisonicotinamide